N-(3,5-dichloro-4-(2,6-dioxopiperidin-3-yl)benzyl)-2-methyl-2-(5-(2-oxoethyl)pyrazin-2-yl)propanamide ClC=1C=C(CNC(C(C)(C2=NC=C(N=C2)CC=O)C)=O)C=C(C1C1C(NC(CC1)=O)=O)Cl